(S)-2-(4-iodobenzylphosphonomethyl)-glutaric acid IC1=CC=C(COP(=O)(O)C[C@H](C(=O)O)CCC(=O)O)C=C1